5-((4-(2-(4-tert-pentylphenoxy)acetyl)piperazin-1-yl)sulfonyl)indoline-2,3-dione C(C)(C)(CC)C1=CC=C(OCC(=O)N2CCN(CC2)S(=O)(=O)C=2C=C3C(C(NC3=CC2)=O)=O)C=C1